OCC1CCC2(CC1)OC1=C(O2)C=CC(=C1C)C(=O)OC methyl 4'-(hydroxymethyl)-4-methylspiro[benzo[d][1,3]dioxole-2,1'-cyclohexane]-5-carboxylate